C1(CC1)C1=NC2=CC=CC(=C2C(=N1)N1CCC(CC1)C1=C(C=CC=C1)OC)N(CCC)C {2-cyclopropyl-4-[4-(2-methoxy-phenyl)-piperidin-1-yl]-quinazolin-5-yl}-methyl-propyl-amine